BrC=1C(=NC(=CC1)C(=O)OC)OC[C@@H]1N(CCN(C1)C(=O)OCC1=CC=CC=C1)C(=O)OC(C)(C)C 4-benzyl 1-(tert-butyl) (R)-2-(((3-bromo-6-(methoxy carbonyl)pyridin-2-yl)oxy)methyl)piperazine-1,4-dicarboxylate